N-((4r,5s,7r,8r,9s,10r)-8,10-dihydroxy-7-(hydroxymethyl)-9-(4-(3,4,5-trifluorophenyl)-1H-1,2,3-triazol-1-yl)-1,6-dioxaspiro[4.5]dec-4-yl)quinoline-5-carboxamide O[C@H]1[C@H](O[C@@]2([C@@H](CCO2)NC(=O)C=2C=3C=CC=NC3C=CC2)[C@@H]([C@H]1N1N=NC(=C1)C1=CC(=C(C(=C1)F)F)F)O)CO